3-((2-oxoethoxy)methyl)azetidine-1-carboxylic acid tert-butyl ester C(C)(C)(C)OC(=O)N1CC(C1)COCC=O